5-(2-aminopyridin-4-yl)-N-((6-((3R,5S)-3,5-dimethylpiperazin-1-yl)pyrazin-2-yl)methyl)-7H-pyrrolo[2,3-d]pyrimidin-4-amine NC1=NC=CC(=C1)C1=CNC=2N=CN=C(C21)NCC2=NC(=CN=C2)N2C[C@H](N[C@H](C2)C)C